O=C1C=2N(CCCC1CC=O)N=C1C2CN(CC1)C(=O)OC(C)(C)C tert-Butyl 11-oxo-10-(2-oxoethyl)-3,4,8,9,10,11-hexahydro-1H-pyrido[4',3':3,4]-pyrazolo[1,5-a]azepine-2(7H)-carboxylate